(7R)-4,5,7-trimethyl-N-[3-(2-piperazin-1-yl-4-pyridyl)-1H-indazol-5-yl]-7H-tetrazolo[1,5-a]pyrimidine-6-carboxamide CN1C=2N([C@@H](C(=C1C)C(=O)NC=1C=C3C(=NNC3=CC1)C1=CC(=NC=C1)N1CCNCC1)C)N=NN2